(S)-azetidin-2-yl(4-butylpiperazin-1-yl)methanone hydrochloride Tert-butyl-(S)-2-(4-butylpiperazin-1-carbonyl)azetidin-1-carboxylate C(C)(C)(C)OC(=O)N1[C@@H](CC1)C(=O)N1CCN(CC1)CCCC.Cl.N1[C@@H](CC1)C(=O)N1CCN(CC1)CCCC